ClC=1C=NN2C1N=CC=C2N2CCC(CC2)C(=O)N2CCOC1=C(C2)C=NC=C1C#N 4-[1-(3-chloropyrazolo[1,5-a]pyrimidin-7-yl)piperidine-4-carbonyl]-3,5-dihydro-2H-pyrido[3,4-f][1,4]oxazepine-9-carbonitrile